NC1=CC=C(C(=N1)C)CNC([C@H](C)NC(=O)C1N(CCC(C1)C1=CC=CC=C1)C)=O N-((S)-1-(((6-amino-2-methylpyridin-3-yl)methyl)amino)-1-oxopropan-2-yl)-1-methyl-4-phenylpiperidine-2-carboxamide